FC(C1=NN2C(N=C(C=C2NCC2(CN(C2)C(=O)NC2CCC(CC2)O)C2=NC=C(C=C2)F)C(F)(F)F)=C1)(F)F 3-(((2,5-bis(trifluoromethyl)pyrazolo[1,5-a]pyrimidin-7-yl)amino)methyl)-3-(5-fluoropyridin-2-yl)-N-((1r,4r)-4-hydroxycyclohexyl)azetidine-1-carboxamide